C(C)(C)(C)OC(N(C)C1CC=2C(=CSC2I)CC1)=O.FC(C=1C=CC2=C3C=CC=CC3=CN=C2C1)(F)F 3-(trifluoromethyl)phenanthridine tert-butyl-N-(3-iodo-4,5,6,7-tetrahydro-2-benzothiophen-5-yl)-N-methyl-carbamate